2-(((1-(3-((1-(4-chloro-2-methoxyphenyl)-2-oxo-2-(6'-(trifluoromethoxy)spiro[cyclobutane-1,3'-indolin]-1'-yl)ethyl)amino)-5-methoxyphenyl)ethylidene)amino)oxy)-2-methylpropanoic acid ClC1=CC(=C(C=C1)C(C(N1CC2(C3=CC=C(C=C13)OC(F)(F)F)CCC2)=O)NC=2C=C(C=C(C2)OC)C(C)=NOC(C(=O)O)(C)C)OC